COC([C@@H](CCC(=O)NC1=C(C=CC(=C1)[N+](=O)[O-])NC)NC(=O)OC(C)(C)C)=O (2R)-2-(tert-Butoxycarbonylamino)-5-[2-(methylamino)-5-nitro-anilino]5-oxo-pentanoic acid methyl ester